BrC=1C=NN(C1C=1C(N(C=CC1)CC)=O)C 3-(4-bromo-1-methyl-1H-pyrazol-5-yl)-1-ethylpyridin-2(1H)-one